trisodium ethylenediamine di-succinate C1(CCC(=O)ON2CCN(O1)OC(CCC(=O)O2)=O)=O.[Na].[Na].[Na]